CC(C)C[C@@H](C(=O)N[C@@H](CC(C)C)C(=O)N[C@@H](CC(=O)O)C(=O)O)N The molecule is a tripeptide composed of two L-leucine units joined to L-aspartic acid by a peptide linkage. It has a role as a metabolite. It derives from a L-leucine and a L-aspartic acid.